FC1=NC(=CC(=C1)N(C=1SC(=C(N1)C(=O)N[C@@H]1CCC12CCC2)C)C(=O)C2COC2)F 2-[(2,6-difluoro-4-pyridyl)-(oxetane-3-carbonyl)amino]-5-methyl-N-[(3R)-spiro[3.3]heptan-3-yl]-thiazole-4-carboxamide